CC1([C@@H]([C@@H]2CC[C@H]1C2)C#N)C (1R,2R,4S)-3,3-dimethylnorbornane-2-carbonitrile